CNC(=O)C1=CSC=2C1=NC=CC2C(F)(F)F N-methyl-7-(trifluoromethyl)thieno[3,2-b]pyridine-3-carboxamide